C(C)(C)(C)C1=CC(=C(C(=C1)C)NC1=CC=C(CN(C(=O)C2(CCOCC2)C)O)C=C1)C N-(4-((4-(tert-butyl)-2,6-dimethylphenyl)amino)benzyl)-N-hydroxy-4-methyltetrahydro-2H-pyran-4-carboxamide